N1N=C(C=C1)C1CCNCC1 4-(1H-pyrazol-3-yl)piperidine